C(CCCC)C1=CC=C(C=C1)CCCCC 1,4-di(n-pentyl)benzene